triethylammonium (hydroxyethyl)phthalate OCCOC(C=1C(C(=O)[O-])=CC=CC1)=O.C(C)[NH+](CC)CC